CC=1C=CC(=NC1)OCC(F)(F)F 5-methyl-2-(2,2,2-trifluoroethoxy)pyridine